O1CCOC2=C1C=CC(=C2)C=2N=C(SC2)N 4-(2,3-dihydro-benzo[1,4]dioxin-6-yl)-thiazol-2-amine